(2-fluoro-6-(2H-1,2,3-triazol-2-yl)phenyl) ketone FC1=C(C(=CC=C1)N1N=CC=N1)C(=O)C1=C(C=CC=C1N1N=CC=N1)F